N-hydroxy-2'-methoxy-3'-nitro-[1,1'-biphenyl]-3-carboxamide ONC(=O)C=1C=C(C=CC1)C1=C(C(=CC=C1)[N+](=O)[O-])OC